C(C)(C)(C)OC(=O)N1[C@H](C[C@@H](C1)O)C1=CC(=C(C=C1)C=1N=C2SC3=C(N2C1)C=CC(=C3)C(NC)=O)F.C3=CC=CC=1C2=CC=CC=C2N(C31)C3=CC(=CC=C3)N3C1=CC=CC=C1C=1C=CC=CC31 1,3-bis(carbazole-9-yl)benzene tert-butyl-(trans)-2-(3-fluoro-4-(7-(methylcarbamoyl)benzo[d]imidazo[2,1-b]thiazol-2-yl)phenyl)-4-hydroxypyrrolidine-1-carboxylate